(3-dimethylaminopropyl)-3-ethylcarbodiimide hydrochloride salt Cl.CN(CCCN=C=NCC)C